Valinoalanine N([C@@H](C(C)C)C(=O)O)N[C@@H](C)C(=O)O